2-((4-cyclopropyl-6-(trifluoromethyl)pyridin-3-yl)sulfonyl)-6-((tetrahydro-2H-pyran-4-yl)methyl)-2,6-diazaspiro[3.3]heptane C1(CC1)C1=C(C=NC(=C1)C(F)(F)F)S(=O)(=O)N1CC2(C1)CN(C2)CC2CCOCC2